N-(5-cyano-6-(1-methyl-1H-pyrazol-3-yl)pyridin-3-yl)-1-(8-fluoroquinolin-5-yl)-5-(trifluoromethyl)-1H-pyrazole-4-carboxamide C(#N)C=1C=C(C=NC1C1=NN(C=C1)C)NC(=O)C=1C=NN(C1C(F)(F)F)C1=C2C=CC=NC2=C(C=C1)F